CC1=CC=2C3=C(NC2C=C1)C(CC3)O 7-methyl-1,2,3,4-tetrahydrocyclopenta[b]indol-3-ol